methyl (E)-(3-(4-ethoxy-3-methoxyphenyl) acryloyl)-L-alaninate C(C)OC1=C(C=C(C=C1)/C=C/C(=O)N[C@@H](C)C(=O)OC)OC